sodium hydrogencarbonate salt C(O)([O-])=O.[Na+]